7-iodo-5H-benzo[d]benzo[4,5]imidazo[1,2-a]imidazole IC1=CC=CC2=C1N=C1N2C2=C(N1)C=CC=C2